N-[(3S,4S)-1-methyl-3-methyl-4-piperidyl]-6-{3-[4-(1-cyano-1-methylethyl)-2-anisidino]-1-propynyl}-1-(2,2,2-trifluoroethyl)-1H-1,3-benzimidazole-4-carboxamide CN1C[C@@H]([C@H](CC1)NC(=O)C1=CC(=CC=2N(C=NC21)CC(F)(F)F)C#CCNC=2C(OC)=CC=C(C2)C(C)(C)C#N)C